disodium 2,2'-(1,4-phenylene)bis(6-sulfo-1H-benzimidazole-4-sulfonic acid) C1(=CC=C(C=C1)C1=NC2=C(N1)C=C(C=C2S(=O)(=O)O)S(=O)(=O)O)C2=NC1=C(N2)C=C(C=C1S(=O)(=O)O)S(=O)(=O)O.[Na].[Na]